3-(((3-(naphthalene-2-yl)-1-phenyl-1H-pyrazol-4-yl)methyl)amino)isonicotinic acid C1=C(C=CC2=CC=CC=C12)C1=NN(C=C1CNC1=C(C(=O)O)C=CN=C1)C1=CC=CC=C1